7-(cyclopentylmethoxy)-5-ethynyl-6-methyl-N-[4-(4-methylpiperazin-1-yl)phenyl]pyrido[2,3-d]pyrimidin-2-amine C1(CCCC1)COC=1C(=C(C2=C(N=C(N=C2)NC2=CC=C(C=C2)N2CCN(CC2)C)N1)C#C)C